N1=C(C=CC=C1)C(C)(C)N1C[C@](CC1)([C@H]1OCCC1)CNC(C)(C)C1=CC=C(C#N)C=C1 4-(2-((((R)-1-(2-(pyridin-2-yl)propan-2-yl)-3-((S)-tetrahydrofuran-2-yl)pyrrolidin-3-yl)methyl)amino)propan-2-yl)benzonitrile